OC1=C(C(=O)C2=CC=C(C=C2)OCCCC)C=CC(=C1)OCC 2-hydroxy-4-ethoxy-4'-butoxybenzophenone